C(C1=CC=CC=C1)N1[C@H]2COC[C@@H]1CC(C2)O (1R,5S,7r)-9-benzyl-3-oxa-9-azabicyclo[3.3.1]nonan-7-ol